FC1=C(CNC(=O)[C@H]2N(C[C@@H](C2)O)C([C@H](C(C)(C)C)NC(OC(C)(C)C)=O)=O)C=CC(=C1)C#C[Si](C)(C)C tert-butyl ((S)-1-((2S,4R)-2-((2-fluoro-4-((trimethylsilyl)ethynyl)benzyl)carbamoyl)-4-hydroxypyrrolidin-1-yl)-3,3-dimethyl-1-oxobutan-2-yl)carbamate